C1(CCCC1)C1(NC(C=2N1C(C(=CC2)NC2=NC=NC=C2)=O)=O)C 3-cyclopentyl-3-methyl-6-(pyrimidin-4-ylamino)-2,3-dihydroimidazo[1,5-a]pyridine-1,5-dione